[N+](=O)([O-])[O-].C(CCCCCCCCCCCCCCC)[N+]1=CC=CC=C1 N-cetylpyridinium nitrate